FC=1C=C(C=CC1)C#CC=1C=C2CCC(C2=CC1)N1C[C@@H](CC1)C(=O)O (3R)-1-(5-((3-fluoro-phenyl)ethynyl)-2,3-dihydro-1H-indene-1-yl)pyrrolidine-3-carboxylic acid